C[C@@H]1N(C[C@H](N(C1)C(C)C=1C=CC2=C(N=C(S2)C)C1)C)C=1C=2C(N(C(C1)=O)C)=CN(N2)CC#N 2-(7-((2S,5R)-2,5-dimethyl-4-(1-(2-methylbenzo[d]thiazol-5-yl)ethyl)piperazin-1-yl)-4-methyl-5-oxo-4,5-dihydro-2H-pyrazolo[4,3-b]pyridin-2-yl)acetonitrile